NC1=C(SC2=NC(=CC=C21)C)C(=O)N[C@@H]2COC1=CC(=CC(=C1C2)Cl)N2CCNCC2 (S)-3-amino-N-(5-chloro-7-(piperazin-1-yl)chroman-3-yl)-6-methylthieno[2,3-b]pyridine-2-carboxamide